ClC=1C=CC(=C(C1)C1=CC=CC=2N1C=C(N2)NC(=O)C2CC2)O N-(5-(5-chloro-2-hydroxyphenyl)imidazo[1,2-a]pyridin-2-yl)cyclopropane-carboxamide